ClC=1N=CC(=NC1NS(=O)(=O)C)C=1C=C(C(=O)NC2=CC(=C(C=C2)COCC2=CC(=CC=C2)OC)F)C=CC1 3-(5-Chloro-6-(methylsulfonamido)pyrazin-2-yl)-N-(3-fluoro-4-(((3-methoxybenzyl)oxy)methyl)phenyl)benzamide